NC(CC(=O)OC)C=1C=NC=C(C1)C1=C(C=CC=C1C)OC methyl 3-amino-3-(5-(2-methoxy-6-methylphenyl)pyridin-3-yl)propanoate